1-Cyclopropyl-3-(8-((2,6-dimethylbenzyl)amino)-2,3-dimethylimidazo[1,2-a]pyridin-6-yl)urea C1(CC1)NC(=O)NC=1C=C(C=2N(C1)C(=C(N2)C)C)NCC2=C(C=CC=C2C)C